1-(3-(((1-(6-amino-5-(2,3-dichlorophenyl)pyrazin-2-yl)-4-methylpiperidin-4-yl)amino)methyl)phenyl)dihydropyrimidine-2,4(1H,3H)-dione NC1=C(N=CC(=N1)N1CCC(CC1)(C)NCC=1C=C(C=CC1)N1C(NC(CC1)=O)=O)C1=C(C(=CC=C1)Cl)Cl